ClC=1C=C2C=C(NC2=CC1)CNC(N(C)[C@H]1CN(CCC1)C(=O)C1CCC1)=O (R)-3-((5-chloro-1H-indol-2-yl)methyl)-1-(1-(cyclobutanecarbonyl)piperidin-3-yl)-1-methylurea